coniferylferulate C(\C=C\C1=CC(OC)=C(O)C=C1)OC(\C=C\C1=CC(OC)=C(O)C=C1)=O